BrC1=CC=2C(N=C1)=NN(C2)CC 5-bromo-2-ethyl-2H-pyrazolo[3,4-b]pyridine